4-Bromo-6-Chloro-2-Methyl-2,7-Naphthyridin-1(2H)-One BrC1=CN(C(C2=CN=C(C=C12)Cl)=O)C